[C@H]1(CCC2=CC=CC=C12)NC(NCCC(=O)[O-])=O 3-(3-((R)-2,3-dihydro-1H-inden-1-yl)ureido)propanoate